ClC1=C(C(=O)N2CCC(CC2)C(=O)N[C@H](CNC(OC(C)(C)C)=O)C)C=CC(=C1)NC(=O)C=1N(C(=CN1)C1=C(C(=C(C=C1)OC)F)F)C tert-butyl N-[(2S)-2-[[1-[2-chloro-4-[[5-(2,3-difluoro-4-methoxy-phenyl)-1-methyl-imidazole-2-carbonyl]amino]benzoyl]piperidine-4-carbonyl]amino]propyl]carbamate